O=C1N(CC2=CC(=CC=C12)C1CCN(CC1)CCN1CCCCC1)C1C(NC(CC1)=O)=O 3-(1-oxo-5-(1-(2-(piperidin-1-yl)ethyl)piperidin-4-yl)isoindolin-2-yl)piperidine-2,6-dione